N1C(=NC=C1)CN1CCC(CC1)C=1C=C2C(=C(NC2=CC1)C1=C2C(=NC=C1)NN=C2)C(C)C 4-(5-(1-((1H-imidazol-2-yl)methyl)piperidin-4-yl)-3-isopropyl-1H-indol-2-yl)-1H-pyrazolo[3,4-b]pyridine